CN1CC(CCC1)NC=1CCOC1 4-((1-methylpiperidin-3-yl)amino)-2,3-dihydrofuran